N-(2,7-dimethylimidazo[1,2-a]pyrimidin-6-yl)-4-((3R,5S)-3,5-dimethylpiperazin-1-yl)-2,3-dihydro-1H-pyrrolo[2,3-b]pyridine-1-carboxamide 2,2,2-trifluoroacetate FC(C(=O)O)(F)F.CC=1N=C2N(C=C(C(=N2)C)NC(=O)N2CCC=3C2=NC=CC3N3C[C@H](N[C@H](C3)C)C)C1